C1(CC(C(CC1)C(C)C)OC)C Menthyl-Methylether